2-amino-4-hydroxy-6-hydroxymethyldihydropteridine pyrophosphate OP(O)(=O)OP(=O)(O)O.NC1NC2=NC=C(N=C2C(=N1)O)CO